O=C1N(C(CC1)=O)C(C(=O)[O-])CCCCCCCCCCCC 2,5-Dioxopyrrolidin-1-yl-tetradecanoate